C(CCCCCCCCCCC)C1=CC=CC=C1.[Na] sodium dodecylbenzene